bis{(2-hydroxyethoxy)phenyl}methane 3-(2-amino-2-oxoethyl)-4,5-dimethoxybenzoate NC(CC=1C=C(C(=O)O)C=C(C1OC)OC)=O.OCCOC1=C(C=CC=C1)CC1=C(C=CC=C1)OCCO